C1(=CC=CC=C1)N1N=CC=C1 N-PHENYLPYRAZOL